CC1(CCN(CCC1)S(=O)(=O)C1=CC=C(C)C=C1)C 4,4-dimethyl-1-tosylazepane